5-chloro-N-(3-(1-(4-cyano-1H-imidazol-2-yl)imidazo[1,5-a]pyridin-6-yl)-2,4-difluorophenyl)-2-methoxypyridine-3-sulfonamide ClC=1C=C(C(=NC1)OC)S(=O)(=O)NC1=C(C(=C(C=C1)F)C=1C=CC=2N(C1)C=NC2C=2NC=C(N2)C#N)F